triphenylcarbenium tetrakis(tetrafluorophenyl)borate Tert-butyl-((5-chloro-7,9-dioxo-8,9-dihydro-7H-benzofuro[7,6-e][1,3]oxazin-2-yl)methyl)carbamate C(C)(C)(C)N(C([O-])=O)CC=1OC2=C(C1)C=C(C1=C2C(NC(O1)=O)=O)Cl.FC=1C(=C(C(=C(C1)[B-](C1=C(C(=C(C(=C1)F)F)F)F)(C1=C(C(=C(C(=C1)F)F)F)F)C1=C(C(=C(C(=C1)F)F)F)F)F)F)F.C1(=CC=CC=C1)[C+](C1=CC=CC=C1)C1=CC=CC=C1.C1(=CC=CC=C1)[C+](C1=CC=CC=C1)C1=CC=CC=C1